CC=1C=CC=C2CCCOC12 8-methyl-chroman